FC(C(=O)N1[C@H](CN(CC1)C=1C2=C(N=C(N1)OC[C@H]1N(CCC1)C)C(=C(N=C2)C2=CC=CC1=CC=CC(=C21)C)OCC(F)(F)F)CC#N)=C 2-((S)-1-(2-fluoroacryloyl)-4-(7-(8-methylnaphthalen-1-yl)-2-(((S)-1-methylpyrrolidin-2-yl)methoxy)-8-(2,2,2-trifluoroethoxy)pyrido[4,3-d]pyrimidin-4-yl)piperazin-2-yl)acetonitrile